C12(CC3CC(CC(C1)C3)C2)C=2C=C(C=C(C2)Br)N(C2=CC=CC=3C1=CC=CC=C1C(C23)(C)C)C2=CC=CC=C2 N-(3-((3r,5r,7r)-adamantan-1-yl)-5-bromophenyl)-9,9-dimethyl-N-phenyl-9H-fluoren-1-amine